C(C)(C)(C)N1N=CC(=C1)C=1C=CC(=C(C1)C[C@@H](C(=O)NC1=CC=C(C=C1)C=1N(C=NC1C)C)NC(=O)C=1N(N=CC1)C)Cl N-[(1S)-1-[[5-(1-tert-butylpyrazol-4-yl)-2-chloro-phenyl]methyl]-2-[4-(3,5-dimethylimidazol-4-yl)anilino]-2-oxo-ethyl]-2-methyl-pyrazole-3-carboxamide